2-ethoxy-6-(6-(2-hydroxy-1,2-oxaborol-4-yl)pyridin-2-yl)-3-methoxybenzonitrile C(C)OC1=C(C#N)C(=CC=C1OC)C1=NC(=CC=C1)C=1CB(OC1)O